(Rac)-trans-ethyl 2-[(6-{[2-[(benzyloxy)methyl] cyclopropyl]methoxy}-5-(3-fluoroazetidin-1-yl) pyridin-2-yl) formamido]-2-ethylbutanoate C(C1=CC=CC=C1)OC[C@H]1[C@@H](C1)COC1=C(C=CC(=N1)C(=O)NC(C(=O)OCC)(CC)CC)N1CC(C1)F |r|